BrC1=NN(C2=CC(=CC=C12)COC1=CC=C(C=C1)[C@H](CC(=O)OC)C)C1CCCC1 methyl (S)-3-(4-((3-bromo-1-cyclopentyl-1H-indazol-6-yl)methoxy)phenyl)butanoate